ClC=1C=CC(=C(C1)NS(=O)(=O)C1=CC=C(C(=O)O)C=C1)OC 4-(N-(5-chloro-2-methoxyphenyl)sulfamoyl)benzoic Acid